tert-butyl 2-(4-(5-(2-methoxy-2-oxoethyl) pyridin-2-yl)-2,2-dimethylpiperazine-1-carbonyl)-7,7-dimethyl-2,4,6,7-tetrahydro-5H-pyrazolo[4,3-c]pyridine-5-carboxylate COC(CC=1C=CC(=NC1)N1CC(N(CC1)C(=O)N1N=C2C(CN(CC2(C)C)C(=O)OC(C)(C)C)=C1)(C)C)=O